N-(1-(2-methoxyethyl)-3-(pyridin-2-yl)-1H-pyrazol-4-yl)-5-(3-methyl-1H-pyrazol-4-yl)furan-2-carboxamide COCCN1N=C(C(=C1)NC(=O)C=1OC(=CC1)C=1C(=NNC1)C)C1=NC=CC=C1